NCC=1C=C(C=CC1)C=1C=CC2=C(C(=CO2)COC2=C(C=CC=C2NC(=O)OC(C)(C)C)CC(=O)OCC)C1 ethyl 2-(2-((5-(3-(aminomethyl)phenyl) benzofuran-3-yl)methoxy)-3-{(tert-butoxycarbonyl)amino}phenyl)acetate